BrC1=C(C=C(N)C=C1)C1OCCO1 4-bromo-3-(1,3-dioxolan-2-yl)aniline